C(CCCC)OP1(OC[C@@H]2[C@@H](O1)C[C@@H](O2)N2C(NC(C(=C2)F)=O)=O)=O 1-((4AR,6R,7aS)-2-(pentyloxy)-2-oxo-tetrahydro-4H-furo[3,2-d][1,3,2]dioxaphosphorin-6-yl)-5-fluoropyrimidine-2,4(1H,3H)-dione